(S)-1,1,1-trifluoro-2-butylamine hydrochloride Cl.FC([C@H](CC)N)(F)F